C(C1=CC=CC=C1)OC1=NC(=CC=C1NC1=CC(=C(C=C1F)N1CCC(CC1)CCN1CCC(CC1)NC(OCC1=CC=CC=C1)=O)F)OCC1=CC=CC=C1 benzyl (1-(2-(1-(4-((2,6-bis(benzyloxy)pyridin-3-yl)amino)-2,5-difluorophenyl)piperidin-4-yl)ethyl)piperidin-4-yl)carbamate